2'-Hydroxy-3-propyl-4,4'-bis(tert-butyldiphenylsiloxy)chalcone OC1=C(C(/C=C/C2=CC(=C(C=C2)O[Si](C2=CC=CC=C2)(C2=CC=CC=C2)C(C)(C)C)CCC)=O)C=CC(=C1)O[Si](C1=CC=CC=C1)(C1=CC=CC=C1)C(C)(C)C